aminopyrimidine-5-carboxylate NC1=NC=C(C=N1)C(=O)[O-]